4-chloronicotinaldehyde ClC1=CC=NC=C1C=O